C[C@@H]1CN(CCC1)CC=1NC=2C(N(C=C(C2C1)C1CC1)C1=NC(=CC(=C1)C1=C(C=C(C=C1)F)C1=NN=CN1C)C1CC1)=O 2-{[(S)-3-Methyl-1-piperidyl]methyl}-4-cyclopropyl-6-{6-cyclopropyl-4-[4-fluoro-2-(4-methyl-4H-1,2,4-triazol-3-yl)phenyl]-2-pyridyl}-1,6-dihydro-1,6-diaza-7-indenone